ClC1=C(C=C(C=N1)S(=O)(=O)Cl)C 6-chloro-5-methylpyridine-3-sulfonyl chloride